N[C@@H](CC(C)C)C(=O)O |r| DL-Leucin